OC1=C(C(/C=C/C2=CC=CC=C2)=O)C(=CC=C1)C 2'-Hydroxy-6'-methylchalcone